CN1N=C(C=C1C(=O)O)C=1SC=CN1 1-methyl-3-(thiazol-2-yl)-1H-pyrazole-5-carboxylic acid